CC(=O)N[C@@H]1[C@H]([C@@H]([C@H](O[C@H]1O)CO[C@@]2(C[C@H]([C@H]([C@H](O2)[C@@H](CO[C@@]3(C[C@H]([C@H]([C@H](O3)[C@@H](CO)O)O)O)C(=O)O)O)O)O)C(=O)O)O)O The molecule is a trisaccharide consisting of two 3-deoxy-D-manno-oct-2-ulose residues and a single N-acetylglucosamine residue in a linear sequence, joined via alpha-linkages. It has a role as an epitope. It is an amino trisaccharide and a glucosamine oligosaccharide.